(S)-tert-butyl 3-((R)-2-(4-((1R,5S)-3-oxa-9-azabicyclo[3.3.1]nonane-9-carbonyl)-2-ethoxybenzamido)-1-hydroxyethyl)-7-(methoxymethoxy)-3,4-dihydroisoquinoline-2(1H)-carboxylate [C@H]12COC[C@H](CCC1)N2C(=O)C2=CC(=C(C(=O)NC[C@@H](O)[C@H]1N(CC3=CC(=CC=C3C1)OCOC)C(=O)OC(C)(C)C)C=C2)OCC